6-bromo-3,8-difluoro-3,4-dihydroquinolin-2(1H)-one BrC=1C=C2CC(C(NC2=C(C1)F)=O)F